OC1=C(C=C(C=C1)/C=C/C(=O)C1=CC=C(OCC(=O)[O-])C=C1)OC 2-[4-[(E)-3-(4-Hydroxy-3-methoxyphenyl)prop-2-enoyl]phenoxy]acetate